2-Methyl-2-(4-nitrophenyl)propanamide CC(C(=O)N)(C)C1=CC=C(C=C1)[N+](=O)[O-]